trans-3-(N-phenylamino)-2-(4-methylphenyl)-1,1-difluorocyclopentane C1(=CC=CC=C1)N[C@H]1[C@@H](C(CC1)(F)F)C1=CC=C(C=C1)C